(4-ethylpiperazin-1-yl)(2-(3-hydroxyphenyl)pyrimidin-5-yl)methanone C(C)N1CCN(CC1)C(=O)C=1C=NC(=NC1)C1=CC(=CC=C1)O